(6aR,9R)-5-bromo-N,N-bis(ethyl-d5)-7-(methyl-d3)-4,6,6a,7,8,9-hexahydroindolo[4,3-fg]quinoline-9-carboxamide trifluoroacetate FC(C(=O)O)(F)F.BrC=1NC2=CC=CC=3C4=C[C@H](CN([C@@H]4CC1C32)C([2H])([2H])[2H])C(=O)N(C(C([2H])([2H])[2H])([2H])[2H])C(C([2H])([2H])[2H])([2H])[2H]